BrC=1C=C2C(=C(N(C2=CC1)C(=O)OC(C)(C)C)C=1C(=C(C=2N(C1)N=CN2)C)C)C(C)C tert-butyl 5-bromo-2-(7,8-dimethyl-[1,2,4]triazolo[1,5-a]pyridin-6-yl)-3-isopropyl-1H-indole-1-carboxylate